NC1=NNC2=CC=C(C=C12)C1=CC(=NC=C1)NC(=O)NCCOC 1-(4-(3-amino-1H-indazol-5-yl)pyridin-2-yl)-3-(2-methoxyethyl)urea